C1(CC1)C1=NC=C(C=N1)B(O)O (2-cyclopropylpyrimidin-5-yl)boronic acid